2-amino-1,4-benzenedisulfonic acid NC1=C(C=CC(=C1)S(=O)(=O)O)S(=O)(=O)O